N[C@@H]1[C@H](O[C@H]([C@@H]1O[Si](C)(C)C(C)(C)C)N1C2=NC(=NC(=C2N=C1)NC(=O)OC(C)(C)C)Cl)COC(C(=O)OCC)(C(=O)OCC)CC1=CC=CC=C1 diethyl 2-(((2s,3r,4r,5r)-3-amino-5-(6-(N-(tert-butoxycarbonyl)-amino)-2-chloro-9H-purin-9-yl)-4-((tert-butyldimethylsilyl) oxy) tetrahydrofuran-2-yl) methoxy)-2-benzylmalonate